COC(=O)C1(CN(CC1)C(=O)OC(C)(C)C)OS(=O)(=O)C 3-methylsulfonyloxypyrrolidine-1,3-dicarboxylic acid-O1-tert-butyl ester O3-methyl ester